Cl.CN(CC=CC(=O)N)C 4-(dimethylamino)-2-butenamide hydrochloride